N-(2-((2-methoxyethoxy)methoxy)-5-(6-(4-(morpholine-4-carbonyl)phenyl)-1-oxo-3,4-dihydroisoquinolin-2(1H)-yl)phenyl)methanesulfonamide COCCOCOC1=C(C=C(C=C1)N1C(C2=CC=C(C=C2CC1)C1=CC=C(C=C1)C(=O)N1CCOCC1)=O)NS(=O)(=O)C